((4r,5s,7r,8r,9s,10r)-8,10-dihydroxy-7-(hydroxymethyl)-9-(4-(3,4,5-trifluorophenyl)-1H-1,2,3-triazol-1-yl)-1,6-dioxaspiro[4.5]dec-4-yl)-2-methylbenzofuran-3-carboxamide O[C@H]1[C@H](O[C@@]2([C@H](CCO2)C2=CC=CC3=C2C(=C(O3)C)C(=O)N)[C@@H]([C@H]1N1N=NC(=C1)C1=CC(=C(C(=C1)F)F)F)O)CO